BrC=1C(N(N=CC1Br)C)=O 4,5-dibromo-2-methyl-pyridazin-3-one